(R)-5-(2-(3-chlorophenyl)pyrrolidin-1-yl)pyrazolo[1,5-a]pyrimidine-3-carboxylic acid ethyl ester C(C)OC(=O)C=1C=NN2C1N=C(C=C2)N2[C@H](CCC2)C2=CC(=CC=C2)Cl